(2R)-N-tert-butyl-2-{methyl[2-(4-{[(3R)-1-methylpyrrolidin-3-yl]oxy}pyridin-2-yl)-5H,6H,7H-cyclopenta[d]pyrimidin-4-yl]amino}propanamide C(C)(C)(C)NC([C@@H](C)N(C=1C2=C(N=C(N1)C1=NC=CC(=C1)O[C@H]1CN(CC1)C)CCC2)C)=O